1-[2-(triphenylmethyl)-2H-tetrazol-5-yl]cyclopropane-1-amine C1(=CC=CC=C1)C(N1N=C(N=N1)C1(CC1)N)(C1=CC=CC=C1)C1=CC=CC=C1